O.[I-].[Li+] lithium iodide-hydrate